C(C1=CC=CC=C1)C1=NN(C(=C1C1CCC1)NC(C[C@@H]1C(C(C1)(F)F)(F)F)=O)CC(F)(F)F (S)-N-(3-benzyl-4-cyclobutyl-1-(2,2,2-trifluoroethyl)-1H-pyrazol-5-yl)-2-(2,2,3,3-tetrafluorocyclobutyl)acetamide